C1(CCCCC1)=NNC 1-Cyclohexylidene-2-methylhydrazine